COCCOC1=C(C=CC=C1)C=1C2=C(C(=NC1C=1C=C(CC(C(=O)N)=C)C=CC1)C=1C=C3CCNCC3=CC1)CCC2 (3-(4-(2-(2-methoxyethoxy)phenyl)-1-(1,2,3,4-tetrahydroisoquinolin-6-yl)-6,7-dihydro-5H-cyclopenta[c]pyridin-3-yl)benzyl)acrylamide